Hexan-diol C(CCCCC)(O)O